O-(5,9,13,17-Tetramethyloctadec-4-Enoyl)Glycerol CC(=CCCC(=O)OCC(O)CO)CCCC(CCCC(CCCC(C)C)C)C